5-(propyn-1-yl)phenol C(#CC)C=1C=CC=C(C1)O